2,2-Bis(4-hydroxyphenyl)propan OC1=CC=C(C=C1)C(C)(C)C1=CC=C(C=C1)O